C1(=CC=CC=C1)N(C(=O)N1[C@@H]([C@H]2CC[C@@H](C1)N2C(C2=CC=C(C=C2)C=2C=NN(C2)C)=O)C(=O)O)C2=CC=CC=C2 (1R,2S,5S)-3-(diphenylcarbamoyl)-8-(4-(1-methyl-1H-pyrazole-4-yl)benzoyl)-3,8-diazabicyclo[3.2.1]octane-2-carboxylic acid